ethylcitrate C(C)C(C(=O)[O-])C(O)(C(=O)[O-])CC(=O)[O-]